benzocycloundecane-7-ene C1=CC=CC2=C1CCCCCC=CCC2